9,10-bis[2-carboxyhexenyl]carbonyloxyanthracene C(=O)(O)C(=CC(=O)OC=1C2=CC=CC=C2C(=C2C=CC=CC12)OC(=O)C=C(CCCC)C(=O)O)CCCC